O-decyloxy-9,10-dihydro-9-oxa-10-phosphaphenanthrene C(CCCCCCCCC)OC1=CC=CC=2C3=CC=CC=C3OPC12